5-[4-[4-(Aminomethyl)-1-piperidyl]but-1-ynyl]-3-methyl-2-oxo-benzimidazol-1-yl-piperidine-2,6-dione NCC1CCN(CC1)CCC#CC1=CC2=C(N(C(N2C)=O)N2C(CCCC2=O)=O)C=C1